2,2-di(p-hydroxyphenyl)-propane dimethacrylate C(C(=C)C)(=O)O.C(C(=C)C)(=O)O.OC1=CC=C(C=C1)C(C)(C)C1=CC=C(C=C1)O